CC1C(CC(CC1)C1=CC=CC2=CC=CC(=C12)Br)=O methyl-4-(8-bromonaphthalen-1-yl)-2-oxocyclohexane